(2S)-2-[[(2S)-2-amino-4-methyl-pentanoyl]amino]-4-[5-[bis(2-chloroethyl)amino]-1-methyl-benzimidazol-2-yl]butanoic acid dihydrochloride Cl.Cl.N[C@H](C(=O)N[C@H](C(=O)O)CCC1=NC2=C(N1C)C=CC(=C2)N(CCCl)CCCl)CC(C)C